N=1N(N=CC1)C1=CC=C(CN2C3=NC(=NC=C3NC2=O)C2=C(C=C(C=C2)F)OC(C)C)C=C1 9-(4-(2H-1,2,3-triazol-2-yl)benzyl)-2-(4-fluoro-2-isopropoxyphenyl)-7,9-dihydro-8H-purin-8-one